tert-Butyl ((1s,3s)-3-(4-((3-(2,3-difluoro-4-methoxyphenyl)imidazo[1,2-a]pyrazin-8-yl)amino)-2-methylbenzamido)cyclobutyl)carbamate FC1=C(C=CC(=C1F)OC)C1=CN=C2N1C=CN=C2NC2=CC(=C(C(=O)NC1CC(C1)NC(OC(C)(C)C)=O)C=C2)C